1-[4-(2,3-Dimethylphenyl)piperazin-1-yl]-2-{3-[4-(pyrrolidin-1-yl)piperidin-1-carbonyl]-5,6-dihydrocyclopenta[c]pyrazol-1(4H)-yl}ethan-1-on CC1=C(C=CC=C1C)N1CCN(CC1)C(CN1N=C(C2=C1CCC2)C(=O)N2CCC(CC2)N2CCCC2)=O